C(C)OCC1(CCC(CC1)C1OCCO1)C [4-(ethoxymethyl)-4-methylcyclohexyl]-1,3-dioxolane